N-(2-fluorophenyl)-4-[(Z)-N'-hydroxyamidino]benzamide FC1=C(C=CC=C1)NC(C1=CC=C(C=C1)/C(/N)=N/O)=O